CC1=C(C=CC=C1C)NC(CCC=C)=O N-(2,3-dimethylphenyl)pent-4-enamide